CN(C1(CCC2(CN(C(N2)=O)C2=CC3=C(NC(=N3)N3CCOCC3)C=C2)CC1)C1=CC=CC=C1)C cis-8-dimethylamino-3-(2-morpholin-4-yl-1H-benzoimidazol-5-yl)-8-phenyl-1,3-diazaspiro[4.5]decan-2-one